5-Bromo-3-chloro-2-hydroxy-N-(2-hydroxy-3-(methylsulfonyl)-5-(trifluoromethyl)phenyl)benzenesulfonamide BrC=1C=C(C(=C(C1)S(=O)(=O)NC1=C(C(=CC(=C1)C(F)(F)F)S(=O)(=O)C)O)O)Cl